Tert-butyl (Z)-2-((3-bromo-5-iodopyrazin-2-yl)amino)-3-(furan-2-yl)acrylate BrC=1C(=NC=C(N1)I)N\C(\C(=O)OC(C)(C)C)=C/C=1OC=CC1